8-oxo-5H,8H-pyrido[2,3-b]pyrazin O=C1C=CNC2=NC=CN=C21